NC1=NC(=C2N=CN(C2=N1)[C@H]1C=C[C@H](C1)CO[P@](=O)(OC1=CC=CC=C1)N[C@@H](C)C(=O)OC(C)C)SC Isopropyl ((S)-(((1S,4R)-4-(2-amino-6-(methylthio)-9H-purin-9-yl)cyclopent-2-en-1-yl)methoxy)(phenoxy)phosphoryl)-L-alaninate